4,4'-biphenylphthalaldehyde C1(=CC=C(C=C1)C1=CC=CC=C1)C=1C=CC=C(C1C=O)C=O